7a-(4-bromophenyl)-N-(2,2-difluoroethyl)-4b,5-dihydroxy-4-methoxy-N-methyl-7-phenyl-4b,6,7,7a-tetrahydro-5H-cyclopenta[4,5]furo[2,3-c]pyridine-6-carboxamide BrC1=CC=C(C=C1)C12C(C3=C(C=NC=C3OC)O1)(C(C(C2C2=CC=CC=C2)C(=O)N(C)CC(F)F)O)O